C1(=CC=CC=C1)C(C1=CC=CC=C1)=NC1=CC=2N(C=C1)N=CC2C(=O)OCC ethyl 5-((diphenylmethylene)amino)pyrazolo[1,5-a]pyridine-3-carboxylate